C(=O)(OC(C)(C)C)C1C(=O)NC(C1)=O Boc-succinimide